FC1=C(C(=C2C=CN(C2=C1)S(=O)(=O)C1=CC=C(C)C=C1)CS(=O)(=O)C)OC1=CC(=C(C=C1)F)I 6-Fluoro-5-(4-fluoro-3-iodophenoxy)-4-((methylsulfonyl)methyl)-1-tosyl-1H-indole